(S)-2-(3-bromo-2-methylphenoxy)-8-azaspiro[4.5]decane BrC=1C(=C(O[C@@H]2CC3(CC2)CCNCC3)C=CC1)C